FC1(C[C@H](N(C1)CC1=CC=C(C=C1)C=1SC(=CN1)CNC(=O)C1=C(C2=C(OC3=C(C(N2)=O)C=CC=C3)C=C1)C)C(=O)OC)F methyl (S)-4,4-difluoro-1-(4-(5-((9-methyl-11-oxo-10,11-dihydrodibenzo[b,f][1,4]oxazepine-8-carboxamido)methyl)thiazol-2-yl)benzyl)pyrrolidine-2-carboxylate